[5-(3,5-Diethoxyphenyl)-1-(1-methyl-1H-indazol-7-yl)-1H-pyrazol-3-yl]methanol C(C)OC=1C=C(C=C(C1)OCC)C1=CC(=NN1C=1C=CC=C2C=NN(C12)C)CO